C[C@@H]1CC[C@@H]2[C@@H]1C[C@@]3([C@@H]4C[C@]2([C@]3(C(=C4)C(C)C)C(=O)[O-])C=O)CO[C@H]5[C@H]([C@@H]([C@@H]([C@H](O5)C)O)O)O The molecule is a 3-oxo monocarboxylic acid anion that is the conjugate base of 4'-O-demethylsordarin, arising from deprotonation of the carboxy group; major species at pH 7.3. It is a conjugate base of a 4'-O-demethylsordarin.